4-(((6-(azetidin-3-ylamino)pyridin-2-yl)oxy)methyl)-3-fluorobenzonitrile N1CC(C1)NC1=CC=CC(=N1)OCC1=C(C=C(C#N)C=C1)F